4-trifluoromethoxyaniline Yttrium(III) [Y+3].FC(OC1=CC=C(N)C=C1)(F)F